FC(C(=O)O)(C1=C(C(=CC=C1)F)C)F 2,2-difluoro-2-(3-fluoro-2-methylphenyl)acetic acid